6-trans-dimethylmorpholine CC1N(CCOC1)C